BrC=1C=C(C(=NC1)N1[C@H]2CN([C@@H](C1)C2)C(=O)OC(C)(C)C)Cl tert-Butyl (1R,4R)-5-(5-bromo-3-chloro-2-pyridyl)-2,5-diazabicyclo[2.2.1]heptane-2-carboxylate